Sodium (2,3-dimethylphenyl)sulfamate CC1=C(C=CC=C1C)NS([O-])(=O)=O.[Na+]